NC=1C2=C(N=CN1)N(C1=C2C=C(C(=N1)C)C)C=1C(=C(C=CC1C)O)C 3-(4-amino-6,7-dimethyl-9H-pyrido[3',2':4,5]pyrrolo[2,3-d]pyrimidin-9-yl)-2,4-dimethylphenol